ClC1=CC=C(CNC(=O)NCCCCC2CCN(CC2)C(=O)C2=CC=NO2)C=C1 1-(4-chlorobenzyl)-3-(4-(1-(isoxazole-5-carbonyl)piperidin-4-yl)butyl)urea